naphthalen-2-ylmethanamine HCl Cl.C1=C(C=CC2=CC=CC=C12)CN